4-(3-(3-sulfamoylphenyl)ureido)butanoic acid S(N)(=O)(=O)C=1C=C(C=CC1)NC(NCCCC(=O)O)=O